(R)-1-(tert-butoxycarbonyl)azetidine-2-carboxylic acid C(C)(C)(C)OC(=O)N1[C@H](CC1)C(=O)O